4,10-dimethyl-dodecanoic acid CC(CCC(=O)O)CCCCCC(CC)C